3-(4-chlorophenyl)-4-chloropyrazole ClC1=CC=C(C=C1)C1=NNC=C1Cl